NC=1C=CC(=C(C1)S(=O)(=O)NCCC1=CC=C(C(=O)OC(C)(C)C)C=C1)C tert-butyl 4-[2-[(5-amino-2-methyl-phenyl)sulfonylamino]ethyl]benzoate